OC(C/C(=C/C[C@H](\C=C/1\C[C@@](C2CCCCN2C1)(O)C)C)/C)C (1S,Z)-3-((2R,E)-7-hydroxy-2,5-dimethyloct-4-en-1-ylidene)-1-methyloctahydro-2H-quinolizin-1-ol